(3-nitrophenyl)methanol [N+](=O)([O-])C=1C=C(C=CC1)CO